[3-(5-chlorothiazol-2-yl)pyrrolidin-1-yl]-(3-pyridazin-4-yl-1H-pyrazol-5-yl)methanone ClC1=CN=C(S1)C1CN(CC1)C(=O)C1=CC(=NN1)C1=CN=NC=C1